CC1(CCN(CC1)C1=C(C=C(C=C1)C(F)(F)F)NC(=O)C=1OC(=CC1)C1CCOCC1)CNC N-(2-(4-methyl-4-((methylamino)methyl)-piperidin-1-yl)-5-(trifluoromethyl)phenyl)-5-(tetrahydro-2H-pyran-4-yl)furan-2-carboxamide